N1CCC(CC1)N1C(=CN2C1SC1=C2C=NC=C1)C=1C=C(C=CC1)C N-(piperidin-4-yl)-2-(m-tolyl)imidazo[2',1':2,3]thiazolo[4,5-c]pyridine